COC1=C(C=C(C(=C1)N=NC1=CC=C(C=C1)[N+](=O)[O-])OC)N=NC1=C(C=C(C=C1)N(CCO)CCO)OCC 2,2'-((4-((2,5-dimethoxy-4-((4-nitrophenyl)diazenyl)phenyl)diazenyl)-3-ethoxyphenyl)azanediyl)bis(ethan-1-ol)